(S)-N-((S)-1-cyclohexyl-2-(4-(3-fluoro-1-(2-(2-(2-hydroxyethoxy)ethoxy)-ethyl)-2-methyl-1H-indole-5-carbonyl)piperazin-1-yl)-2-oxoeth-yl)-2-(methylamino)-propanamide C1(CCCCC1)[C@@H](C(=O)N1CCN(CC1)C(=O)C=1C=C2C(=C(N(C2=CC1)CCOCCOCCO)C)F)NC([C@H](C)NC)=O